(S-E)-tert-butyl (2-((2-oxo-2-(4-(5-(trifluoromethyl)pyrimidin-2-yl) piperazin-1-yl)ethoxy)imino)cyclopentyl)carbamate O=C(CO\N=C/1\[C@H](CCC1)NC(OC(C)(C)C)=O)N1CCN(CC1)C1=NC=C(C=N1)C(F)(F)F